NC1=C(C=C(C=C1F)Br)CO 2-Amino-5-bromo-3-fluorophenylmethanol